5-Methanesulfonyl-8-methoxy-6,6-dimethyl-5,6-dihydro-benzo[b]carbazol-11-one CS(=O)(=O)N1C2=CC=CC=C2C=2C(C3=C(C(C12)(C)C)C=C(C=C3)OC)=O